C(C)(=O)C1=CN=C(S1)NC1=CC=C2C(C=C(N(C2=C1)C)C(F)(F)F)=O 7-((5-acetylthiazol-2-yl)amino)-1-methyl-2-(trifluoromethyl)quinolin-4(1H)-one